BrC1=CC=C(CC(C(=O)NC(C(=O)O)C)CP(=O)(C(C)NC(=O)OC(C)OC(C(C)C)=O)O)C=C1 2-(2-(4-Bromo-benzyl)-3-{hydroxy-[1-(1-isobutyryloxy-ethoxycarbonylamino)-ethyl]-phosphinoyl}-propionylamino)-propionic acid